C(C)(C)(C)OC(=O)NCCCCNCCSC1=C(SC(=C1)I)C(=O)OC methyl 3-((2-((4-((tert-butoxycarbonyl)amino)butyl)amino)ethyl)thio)-5-iodothiophene-2-carboxylate